2-methyl-6-(1-methylpiperidin-3-yl)phthalazin-1(2H)-one CN1C(C2=CC=C(C=C2C=N1)C1CN(CCC1)C)=O